Cl.NC1=C(CN(C)C2CCCCC2)C=C(C=C1Br)Br N-(2-amino-3,5-dibromobenzyl)-N-methylcyclohexylamine hydrochloride